3-(2-cyanopropan-2-yl)-N-(3-(4-(4-(3-hydroxypropoxy)pyridin-3-yl)-1H-pyrazol-1-yl)-4-methylphenyl)benzamide Lithium [Li].C(#N)C(C)(C)C=1C=C(C(=O)NC2=CC(=C(C=C2)C)N2N=CC(=C2)C=2C=NC=CC2OCCCO)C=CC1